CN1C(N(C2=NC=C(C=C21)C=2C=CC=C1C=C(N=CC21)C=2C=C(C(=NC2)C(=O)NCC#CC=2OC1=C(C2)C(=CC=C1)C1C(NC(CC1)=O)=O)C)C)=O 5-(8-(1,3-dimethyl-2-oxo-2,3-dihydro-1H-imidazo[4,5-b]pyridin-6-yl)isoquinolin-3-yl)-N-(3-(4-(2,6-dioxopiperidin-3-yl)benzofuran-2-yl)prop-2-yn-1-yl)-3-methylpicolinamide